ClC=1C(=C(OC=2C3=C(N=CN2)C=CC(=N3)N3CC2(CCN2C(=O)OC(C)(C)C)C3)C=CC1Cl)F tert-Butyl 6-[4-(3,4-dichloro-2-fluoro-phenoxy)pyrido[3,2-d]pyrimidin-6-yl]-1,6-diazaspiro[3.3]heptane-1-carboxylate